CN1N=CC(=C1)C=1C=CC=2N(C1)N=CC2N2CCN(CC2)C=2OC(=CN2)C(O)C2=CC=CC=C2 (2-(4-(6-(1-methyl-1H-pyrazol-4-yl)pyrazolo[1,5-a]pyridin-3-yl)piperazin-1-yl)oxazol-5-yl)(phenyl)methanol